2-Methyl-2-((5-((4-(4-(trifluoromethyl)benzyl)piperazin-1-yl)methyl)-[1,1'-biphenyl]-2-yl)oxy)propanoic acid CC(C(=O)O)(C)OC1=C(C=C(C=C1)CN1CCN(CC1)CC1=CC=C(C=C1)C(F)(F)F)C1=CC=CC=C1